1-cyclopentyl-5-{3-[4-(pyridin-3-ylmethoxy)-3-(trifluoromethyl)phenyl]-1,2,4-oxadiazol-5-yl}-1H-1,2,3-benzotriazole C1(CCCC1)N1N=NC2=C1C=CC(=C2)C2=NC(=NO2)C2=CC(=C(C=C2)OCC=2C=NC=CC2)C(F)(F)F